C(C(CC(CO)O)O)O 1,2,4,5-pentanetetraol